4-methyl-N-((1-phenyl-1H-pyrrol-2-yl)methylene)benzenesulfonamide CC1=CC=C(C=C1)S(=O)(=O)N=CC=1N(C=CC1)C1=CC=CC=C1